CC1COC2=C(O1)C=CC=C2N2CC(NCC2)C 2-Methyl-5-(3-methylpiperazin-1-yl)-2,3-dihydro-1,4-benzodioxine